1,1'-Azobis(N,N-dimethylformamide) N(=NC(=O)N(C)C)C(=O)N(C)C